1-([1,1'-biphenyl]-4-yl) ethylbut-3-enoate C(C)C(C(=O)OC1=CC=C(C=C1)C1=CC=CC=C1)C=C